FC(\C=C(\C1=CC=CC=C1)/N1N=CC(=C1)[N+](=O)[O-])F (Z)-1-(3,3-difluoro-1-phenylprop-1-en-1-yl)-4-nitro-1H-pyrazole